N1N=NN=C1C1=NC=CC=C1 2-(1H-tetrazol-5-yl)pyridine